4-Methyl-1-[(7-oxoazepan-4-yl)methyl]-5-[[2-[6-(2,2,2-trifluoroethyl)quinazolin-4-yl]-2,7-diazaspiro[3.5]nonan-7-yl]methyl]indole-2-carbonitrile CC1=C2C=C(N(C2=CC=C1CN1CCC2(CN(C2)C2=NC=NC3=CC=C(C=C23)CC(F)(F)F)CC1)CC1CCNC(CC1)=O)C#N